5-bromo-3-((4-((di-ethylamino)methyl)phenylimino)methyl)-2-(isobutyryloxy)phenyl nicotinate C(C1=CN=CC=C1)(=O)OC1=C(C(=CC(=C1)Br)C=NC1=CC=C(C=C1)CN(CC)CC)OC(C(C)C)=O